chloro-N-methyl-N-(3-(5-(morpholinomethyl)pyrazin-2-yl)phenyl)-[1,2,4]triazolo[4,3-a]quinazolin-5-amine ClC1=NN=C2N1C1=CC=CC=C1C(=N2)N(C2=CC(=CC=C2)C2=NC=C(N=C2)CN2CCOCC2)C